(R)-1-(ethylthio)propan-2-ol C(C)SC[C@@H](C)O